C(C)(C)(C)OC(=O)N1CCC(CC1)(C)COCC(=O)O 2-[(1-tert-butoxycarbonyl-4-methyl-4-piperidyl)methoxy]acetic Acid